4-(3-(4-bromophenyl)oxetan-3-yl) 1-(2,2,2-trichloroethyl) 2-methylenesuccinate C=C(C(=O)OCC(Cl)(Cl)Cl)CC(=O)OC1(COC1)C1=CC=C(C=C1)Br